C(C=CC)CC(C)(C)P(C(C)(C)C)C(C)(C)C (crotyl)(tri-tert-butylphosphine)